BrC=1C=C(C(=NC1)F)C(CNC=1C(=CC(=C(C(=O)NC2CC2)C1)F)C)=O 5-((2-(5-bromo-2-fluoropyridin-3-yl)-2-oxoethyl)amino)-N-cyclopropyl-2-fluoro-4-methylbenzamide